1H-furo[3,4-c]pyrrole-5-carboxamide C1OCC=2C1=CN(C2)C(=O)N